mono-octadecyl phosphate diammonium salt [NH4+].[NH4+].P(=O)(OCCCCCCCCCCCCCCCCCC)([O-])[O-]